CS(=NC(C1=CC=C(C=C1)C1=NOC(=C1)C1=NNC2=CC(=C(C=C12)F)OCCOC)=O)(=O)C N-[Dimethyl(oxo)-lambda6-sulfanyliden]-4-{5-[5-fluoro-6-(2-methoxyethoxy)-1H-indazol-3-yl]-1,2-oxazol-3-yl}benzamid